3-(benzyloxy)-N,N-dimethyl-2-((2-oxo-4-(o-tolyl)-2H-chromen-7-yl)oxy)propenamide C(C1=CC=CC=C1)OC=C(C(=O)N(C)C)OC1=CC=C2C(=CC(OC2=C1)=O)C1=C(C=CC=C1)C